N-ethyl-bis[2-(tert-butoxycarbonyloxy)ethyl]amine C(C)N(CCOC(=O)OC(C)(C)C)CCOC(=O)OC(C)(C)C